(S)-1-(5-((2-amino-3-chloropyridin-4-yl)thio)pyrazin-2-yl)-2'-methyl-4'H,6'H-spiro[piperidine-4,5'-pyrrolo[1,2-b]pyrazol]-4'-amine (trifluoroacetate) FC(C(=O)O)(F)F.NC1=NC=CC(=C1Cl)SC=1N=CC(=NC1)N1CCC2([C@@H](C=3N(N=C(C3)C)C2)N)CC1